(S)-3-(2-hydroxypropyl)-8-(pyridin-3-yl)-6-(6-(trifluoromethyl)pyridin-3-yl)pyrido[3,4-d]pyrimidin-4(3H)-one O[C@H](CN1C=NC2=C(C1=O)C=C(N=C2C=2C=NC=CC2)C=2C=NC(=CC2)C(F)(F)F)C